OC(C)C1OC2=C(C(N1)=O)C=CC=C2 2-(1-hydroxyethyl)-2,3-dihydro-4H-benzo[e][1,3]oxazin-4-one